3-Pyrrolidone N1CC(CC1)=O